7-(2,3-dichloro-6-methoxyphenyl)imidazo[1,2-a]pyridine-2-carboxylic acid ethyl ester C(C)OC(=O)C=1N=C2N(C=CC(=C2)C2=C(C(=CC=C2OC)Cl)Cl)C1